4-(3-fluorophenyl)-4-vinyl-1,3-dioxolane-2-one FC=1C=C(C=CC1)C1(OC(OC1)=O)C=C